C(C)(C)(C)OC(N(C)CC(O)C=1SC(=CC1)Br)=O.C1(CC1)COC=1C=C(C=CC1OC)C(CC1=CC=C(C=C1)NC(C)=O)=O N-(4-(2-(3-(cyclopropylmethoxy)-4-methoxyphenyl)-2-oxoethyl)phenyl)acetamide tert-butyl-(2-(5-bromothiophen-2-yl)-2-hydroxyethyl)(methyl)carbamate